Pyrrolidineamine C1CCN(C1)N